ClC=1C=C(C=CC1C)NC(=O)N1CC2=CC=C(C=C2C1)NC=1C(N(C(C1)=O)C1C(NC(CC1)=O)=O)=O N-(3-chloro-4-methylphenyl)-5-((1-(2,6-dioxopiperidin-3-yl)-2,5-dioxo-2,5-dihydro-1H-pyrrol-3-yl)amino)isoindoline-2-carboxamide